(S)-ethyl 2-(3-(hydroxymethyl)-2-oxo-4-(3-(5,6,7,8-tetrahydro-1,8-naphthyridin-2-yl)propylcarbamoyl)piperazin-1-yl)acetate OC[C@H]1C(N(CCN1C(NCCCC1=NC=2NCCCC2C=C1)=O)CC(=O)OCC)=O